CS(=NC(C1=CC=C(C=C1)C1=NOC(=N1)C(F)(F)F)=O)(C1=CC=CC=C1)=O N-(methyl(oxo)(phenyl)-λ6-sulfanylidene)-4-(5-(trifluoromethyl)-1,2,4-oxadiazol-3-yl)benzamide